C1(=C(C=CC=C1)C#CC1=NNC2=CC=C(C=C12)C(=O)N1[C@H](CNCC1)C1=CC=C(C=C1)Cl)C1=CC=CC=C1 (S)-(3-([1,1'-biphenyl]-2-ylethynyl)-1H-indazol-5-yl)(2-(4-chlorophenyl)piperazin-1-yl)methanone